C(CCCCCCC)NCCCCCCCC.O1C=2C(OCC1COCCC(S(=O)(=O)O)F)=CSC2 3-[(2,3-dihydrothieno[3,4-b]-[1,4]dioxin-2-yl)methoxy]-1-fluoro-1-propanesulfonic acid di-n-octylamine salt